7-(6-(3-(Dimethylamino)propoxy)pyridin-3-yl)-2-methyl-2,9-dihydro-1H-spiro[8-oxa-2,4,10a-Triazanaphtho[2,1,8-cde]azulene-10,1'-cyclobutane]-1-one CN(CCCOC1=CC=C(C=N1)C1=CC=C2N=CC=3N(C(N4C3C2=C1OCC41CCC1)=O)C)C